2-amino-4-(2-amino-4-chlorophenyl)-4-oxobutanoic acid NC(C(=O)O)CC(=O)C1=C(C=C(C=C1)Cl)N